ClC1=CC(=C2C(=[N+]1[O-])C1(NC2=O)CCCCC1)C 2'-Chloro-4'-methyl-5'-oxo-5',6'-dihydrospiro[cyclohexane-1,7'-pyrrolo[3,4-b]pyridine] 1'-oxide